C(C)OC1=CC(N(C=C1C=1C=NN(C1)C(C)C1=CC=C(C=C1)C)C)=O 4-ethoxy-1-methyl-5-(1-(1-(p-tolyl)ethyl)-1H-pyrazol-4-yl)pyridin-2(1H)-one